C(C)(C)(C1=CC(=C(C=C1)O)C1=CC=CC=C1)C1=CC(=C(C=C1)O)C1=CC=CC=C1 4,4'-isopropylidenebis(2-phenylphenol)